2-[2-(tert-butoxycarbonylamino)ethoxy]ethyl (2,5-dioxopyrrolidin-1-yl) carbonate C(OCCOCCNC(=O)OC(C)(C)C)(ON1C(CCC1=O)=O)=O